pentamethoxytantalum CO[Ta](OC)(OC)(OC)OC